7-(pyridin-3-yl)-1H-benzo[d]imidazole-5-carboxylic acid methyl ester COC(=O)C1=CC2=C(NC=N2)C(=C1)C=1C=NC=CC1